ClC=1C=C2C(=CN1)N(N=C2)C=2C=C(C(=C(C2)O)F)C(F)(F)F 5-(5-Chloro-1H-pyrazolo[3,4-c]pyridine-1-yl)-2-fluoro-3-(trifluoromethyl)phenol